The molecule is a tetrahydropyridine that is 1,2,5,6-tetrahydropyridine with a methyl group at position 1, and a methoxycarbonyl group at position 3. An alkaloid found in the areca nut, it acts as an agonist of muscarinic acetylcholine. It has a role as a muscarinic agonist and a metabolite. It is a tetrahydropyridine, an enoate ester, a pyridine alkaloid and a methyl ester. CN1CCC=C(C1)C(=O)OC